[N+](=O)([O-])C1=C(C=CC=2NC=NC21)C(=O)O 4-nitro-1H-1,3-benzodiazole-5-carboxylic acid